(2R,3R,4R,5R,6R)-5-azido-2-(hydroxymethyl)-6-methoxytetrahydro-2H-pyran-3,4-diol N(=[N+]=[N-])[C@@H]1[C@H]([C@H]([C@H](O[C@H]1OC)CO)O)O